(4S)-1-(azetidin-3-yl)-4-(2,3-dichloro-6-hydroxyphenyl)pyrrolidin-2-one N1CC(C1)N1C(C[C@H](C1)C1=C(C(=CC=C1O)Cl)Cl)=O